NCCC=1C=NN(C1)C1=C(C=C(C#N)C=C1)SC1=CN=NC(=C1)N1CCCCC1 4-[4-(2-Aminoethyl)pyrazol-1-yl]-3-(6-piperidin-1-ylpyridazin-4-yl)sulfanyl-benzonitrile